(2-((2-((2-methyl-2H-indazol-6-yl)amino)5-trifluoromethyl-pyrimidin-4-yl)amino)phenyl)dimethylphosphine CN1N=C2C=C(C=CC2=C1)NC1=NC=C(C(=N1)NC1=C(C=CC=C1)P(C)C)C(F)(F)F